5-(benzyloxy)-2-methyl-N-(2-(pyridin-2-yl)ethyl)benzofuran-3-carboxamide C(C1=CC=CC=C1)OC=1C=CC2=C(C(=C(O2)C)C(=O)NCCC2=NC=CC=C2)C1